1-(1-((3S)-4,4-difluoro-tetrahydrofuran-3-yl)-1H-triazol-4-yl)-methane FC1([C@H](COC1)N1N=NC(=C1)C)F